C(C)C=1C=C2C(C=CC(C2=CC1)=O)=O 6-ethyl-1,4-naphthoquinone